FC(OC[C@@H](C1=CC(=CC=C1)OC(F)(F)F)NC(C[C@@](C)(O)C1(CC1)F)=O)F (R)-N-((R)-2-(Difluoromethoxy)-1-(3-(trifluoromethoxy)phenyl)ethyl)-3-(1-fluorocyclopropyl)-3-hydroxybutanamid